C(#N)C(C(=O)OCC=C)=C allyl α-cyanoacrylate